CO[Si](OC)(OC)N(CC1=CC=CC=C1)CCC trimethoxysilyl-γ-propylbenzylamine